O1CCC2=C1C=CC(=C2)[C@H](CC(=O)O)N2C(C(C2)CCCCC2=NC=1NCCCC1C=C2)=O (3S)-3-(2,3-dihydrobenzofuran-5-yl)-3-(2-oxo-3-(4-(5,6,7,8-tetrahydro-1,8-naphthyridin-2-yl)butyl)azetidin-1-yl)propionic acid